C(C)N(C(=O)N1N=CN=C1)C1CCN(CC1)CC1=C(C=C(C=C1)C(F)(F)F)N1CCCC1 N-ethyl-N-(1-(2-(pyrrolidin-1-yl)-4-(trifluoromethyl)benzyl)piperidin-4-yl)-1H-1,2,4-triazole-1-carboxamide